C(C)(C)(C)OC(=O)N[C@H](C(=O)O)CC1=CC=C2C=CC=NC2=C1 (S)-2-((tert-Butoxycarbonyl)amino)-3-(quinolin-7-yl)propanoic acid